1-((1H-indazol-2-yl)methyl)-3-(2-chlorophenyl)thiourea N1N(CC2=CC=CC=C12)CNC(=S)NC1=C(C=CC=C1)Cl